FC(C1=NN=C(O1)C=1C=CC2=C(C(N(C(O2)(C2=NC=CC=C2)C)C)=O)C1)F 6-[5-(difluoromethyl)-1,3,4-oxadiazol-2-yl]-2,3-dimethyl-2-(pyridin-2-yl)-2,3-dihydro-4H-1,3-benzoxazin-4-one